FC=1C=C(C(=NC1NC1=NNC(=C1)C)N[C@@H](C)C1=CC=C(C=C1)F)C#N 5-fluoro-2-[[(1S)-1-(4-fluorophenyl)ethyl]amino]-6-[(5-methyl-1H-pyrazol-3-yl)amino]pyridine-3-carbonitrile